1-benzothiepin-8-ol S1C=CC=CC2=C1C=C(C=C2)O